C(#N)CC1(C(CCC1)=O)C(=O)OCC ethyl 1-(cyanomethyl)-2-oxocyclopentane-1-carboxylate